(2RS)-2-[6-[2-[4-(Morpholinomethyl)phenyl]ethynyl]-1-oxo-isoindolin-2-yl]-2-phenyl-N-thiazol-2-yl-acetamid O1CCN(CC1)CC1=CC=C(C=C1)C#CC1=CC=C2CN(C(C2=C1)=O)[C@@H](C(=O)NC=1SC=CN1)C1=CC=CC=C1 |r|